(2S,4R)-1-[(2S)-3,3-dimethyl-2-[4-[(3-oxopiperazin-1-yl)methyl]triazol-1-yl]butanoyl]-4-hydroxy-N-methyl-pyrrolidine-2-carboxamide CC([C@@H](C(=O)N1[C@@H](C[C@H](C1)O)C(=O)NC)N1N=NC(=C1)CN1CC(NCC1)=O)(C)C